5-amino-6-carbamoyl-4-(3-hydroxy-2,6-dimethyl-phenyl)pyridine-2-carboxylic acid NC=1C(=CC(=NC1C(N)=O)C(=O)O)C1=C(C(=CC=C1C)O)C